N1(CCCC1)C1CN(C1)C(=O)OC1=CC=C2C(=CC=NC2=C1)NC1=C(N=NC(=C1)C1=C(C=CC(=C1)Cl)F)C 4-{[6-(5-chloro-2-fluorophenyl)-3-methylpyridazin-4-yl] amino}quinolin-7-yl 3-(pyrrolidin-1-yl)azetidine-1-carboxylate